(hydroxymethyl)aminomethane acetate C(C)(=O)O.OCNC